BrC1=CC2=CN(N=C2C=C1OC1CCC1)C12COC(CC1)(CC2)C 5-bromo-6-(cyclobutoxy)-2-(1-methyl-2-oxabicyclo[2.2.2]Oct-4-yl)indazole